Lithium Azulenid tert-butyl-(2S)-2-{[(tert-butoxy)carbonyl]amino}-4-oxobutanoate C(C)(C)(C)OC([C@H](CC=O)NC(=O)OC(C)(C)C)=O.[C-]1=CC=C2C=CC=CC=C12.[Li+]